4-(benzo[d][1,3]dioxol-5-yl)-1-(cyano-L-prolyl)-N-methylindoline-6-carboxamide O1COC2=C1C=CC(=C2)C2=C1CCN(C1=CC(=C2)C(=O)NC)C([C@H]2N(CCC2)C#N)=O